(4-chlorobutyl)benzofuran ClCCCCC=1OC2=C(C1)C=CC=C2